2,5-dichlorophenyl 3-azido-3-deoxy-1-thio-α-D-galactopyranoside N(=[N+]=[N-])[C@@H]1[C@H]([C@@H](SC2=C(C=CC(=C2)Cl)Cl)O[C@@H]([C@@H]1O)CO)O